O.O.C(C)(=O)[O-].[Zn+2].C(C)(=O)[O-] Zinc (II) acetate dihydrate